6-(4-(methylsulfonyl)phenyl)naphthalene-2-ol hydrobromide Br.CS(=O)(=O)C1=CC=C(C=C1)C=1C=C2C=CC(=CC2=CC1)O